6-[8-[(4,8-difluoro-2-morpholin-2-yl-3,5,6,7-tetrahydrocyclopenta[f]benzimidazol-6-yl)methyl]-2-oxo-1-oxa-3,8-diazaspiro[4.5]decan-3-yl]-4H-pyrazino[2,3-b][1,4]oxazin-3-one FC1=C2C(=C(C=3N=C(NC31)C3CNCCO3)F)CC(C2)CN2CCC3(CN(C(O3)=O)C3=NC1=C(OCC(N1)=O)N=C3)CC2